BrC=1C=2C3=C(NC2C(=C(C1)Cl)Cl)C(CNC(C3)=O)CC(=O)O 2-(10-Bromo-7,8-dichloro-2-oxo-1,2,3,4,5,6-hexahydroazepino[4,5-b]indol-5-yl)acetic acid